Chlorine 2-(difluoromethoxy)-4-[6-[1,1-dimethyl-2-(oxetan-3-ylmethoxy)ethyl]pyrazolo[1,5-a]pyridin-3-yl]-N-[(1R,2S)-2-fluorocyclopropyl]-6-methoxy-benzamide FC(OC1=C(C(=O)N[C@H]2[C@H](C2)F)C(=CC(=C1)C=1C=NN2C1C=CC(=C2)C(COCC2COC2)(C)C)OC)F.[Cl]